C1(CC1)N1CCC(CC1)NC1=NC(=NC2=CC(=C(C=C12)OC)C#CCCN1CCCC1)N1CCN(CCC1)C N-(1-cyclopropylpiperidine-4-yl)-6-methoxy-2-(4-methyl-1,4-diazepane-1-yl)-7-(4-(pyrrolidine-1-yl)but-1-yn-1-yl)quinazolin-4-amine